CC([C@@H](C(=O)OC(C)(C)C)N(C(=O)N1CCC(CC1)\C=C\S(=O)(=O)C)C)C tert-butyl (2S)-3-methyl-2-[methyl-[4-[(E)-2-methylsulfonylvinyl]piperidine-1-carbonyl]amino]butanoate